ClC1=C(C=CC=C1I)N1C(=NC=C1)C=O 1-(2-chloro-3-iodophenyl)-1H-imidazole-2-carbaldehyde